ClC=1C=C(C(=O)N2CC=3C(=NN4C3C(N(CC4C(=O)O)[C@@H](C)C=4C=NC(=CC4)C(F)(F)F)=O)CC2C)C=CC1Cl 2-(3,4-dichlorobenzoyl)-3-methyl-10-oxo-9-((S)-1-(6-(trifluoromethyl)pyridin-3-yl)ethyl)-1,2,3,4,7,8,9,10-octahydropyrido[4',3':3,4]Pyrazolo[1,5-a]Pyrazine-7-carboxylic acid